NC=1N=CC(=NC1OC=1C=NN(C1)C1CCN(CC1)C)C=1C=C(C=C(C1)C)C1(CC1)NS(=O)(=O)C1=CC=CC=C1 N-(1-(3-(5-amino-6-((1-(1-methylpiperidin-4-yl)-1H-pyrazol-4-yl)oxy)pyrazin-2-yl)-5-methylphenyl)cyclopropyl)benzenesulfonamide